6-(6-(3-oxa-8-azabicyclo[3.2.1]octan-8-yl)-3-(trifluoromethyl)pyridin-2-yl)-3-amino-N-(3-(4-amino-4-methylpiperidin-1-yl)pyridin-2-yl)pyrazine-2-carboxamide C12COCC(CC1)N2C2=CC=C(C(=N2)C2=CN=C(C(=N2)C(=O)NC2=NC=CC=C2N2CCC(CC2)(C)N)N)C(F)(F)F